CC/C=C/C/C=C/C 6-Octadiene